FCCOC=1C=C(C=CC1)[C@@H](C1CCN(CC1)C(=O)N1C[C@@H]2[C@@H](OCC(N2)=O)CC1)C1=CC=CC=C1 |o1:10| (4aR,8aS)-6-(4-((S or R)-(3-(2-Fluoroethoxy)phenyl)(phenyl)methyl)piperidine-1-carbonyl)hexahydro-2H-pyrido[4,3-b][1,4]oxazin-3(4H)-one